N-(8'-bromo-4'H-spiro[cyclopropane-1,5'-naphtho[2,1-d]isoxazol]-3'-yl)propane-2-sulfonamide BrC1=CC=C2C3(CC=4C(=NOC4C2=C1)NS(=O)(=O)C(C)C)CC3